CN1N=NC2=C1C=CC(=C2C)C(C(C(=O)O)(C)C)C2=CC(=C(C=C2)C)CN2C[C@H](OC=1C(=CC3=CN(N=C3C1)C)C2)CC 3-(1,4-dimethyl-1H-benzo[d][1,2,3]triazol-5-yl)-3-(3-(((R)-8-ethyl-2-methyl-2,5,7,8-tetrahydro-6H-[1,4]oxazepino[6,7-f]indazol-6-yl)methyl)-4-methylphenyl)-2,2-dimethylpropanoic acid